1-[2-(1H-indol-2-yl)acetyl]pyrrolidine-2-carboxamide N1C(=CC2=CC=CC=C12)CC(=O)N1C(CCC1)C(=O)N